tert-Butyl 3-(2-{(S)-[(3-{(dimethyl(oxo)-λ6-sulfanylidene)amino}benzoyl)amino](4-methylcyclohexyl)methyl}-4-fluoro-1H-benzimidazol-5-yl)morpholine-4-carboxylate CS(=O)(C)=NC=1C=C(C(=O)N[C@H](C2=NC3=C(N2)C=CC(=C3F)C3N(CCOC3)C(=O)OC(C)(C)C)C3CCC(CC3)C)C=CC1